C(C)(C)(C)OC(N[C@@H]1C[C@@H](CCC1)NC1=C(C=C(C=C1)C(NC)=O)N)=O tert-butyl-(cis-3-((2-amino-4-(methylcarbamoyl)phenyl)amino)cyclohexyl)carbamate